C(CCCCCC)OCOCCCC(CC(C)Cl)C 6-chloro-4-methylheptyl heptyloxymethyl ether